Chlorolysin ClN[C@@H](CCCCN)C(=O)O